2,3-dimercaptopyridine SC1=NC=CC=C1S